Rac-4-(tert-butoxycarbonyl)-1,4-oxaazepane-2-carboxylic acid C(C)(C)(C)OC(=O)N1C[C@@H](OCCC1)C(=O)O |r|